1-(thien-3-yl)-3,4-dihydroisoquinoline S1C=C(C=C1)C1=NCCC2=CC=CC=C12